S1N=CC(=C1)C(=O)OC1CN(C1)C=1N=C(C2=C(N1)CC[S+]2[O-])N(C2CCOCC2)C [1-[4-[methyl(tetrahydropyran-4-yl)amino]-5-oxido-6,7-dihydrothieno[3,2-d]pyrimidin-5-ium-2-yl]azetidin-3-yl] isothiazole-4-carboxylate